bromo-[4-(2-trimethylsilylethoxycarbonyl)phenyl]palladium Br[Pd]C1=CC=C(C=C1)C(=O)OCC[Si](C)(C)C